NC1=NC(N(C=N1)[C@H]1[C@H](O)[C@H](O)[C@H](O1)CO)=O 4-amino-1-β-D-ribofuranosyl-1,3,5-triazin-2(1H)-one